CSC1=CN=C(O1)NC1=NC(=C2C=CC=NC2=C1)NC1CC2CCC(C1)N2CCC#N 3-((3-exo)-3-((7-((5-methylthiooxazol-2-yl)amino)-1,6-naphthyridin-5-yl)amino)-8-azabicyclo[3.2.1]octane-8-yl)propionitrile